(thiophen-3-yl)-9H-purin S1C=C(C=C1)C1=NC=C2N=CNC2=N1